acryloxyethyldimethoxysilane C(C=C)(=O)OCC[SiH](OC)OC